(3-(N-benzylacetylamino)cyclobutane-1-carboxamido)-3-(6-bromobenzo[d]thiazol-2-yl)-4,7-dihydrothieno[2,3-c]pyridine-6(5H)-carboxylic acid tert-butyl ester C(C)(C)(C)OC(=O)N1CC2=C(CC1)C(=C(S2)NC(=O)C2CC(C2)NC(CCC2=CC=CC=C2)=O)C=2SC1=C(N2)C=CC(=C1)Br